(1R,4R)-4-((5-amino-8-morpholinopyrido[4,3-d]pyrimidin-2-yl)amino)cyclohexan-1-ol NC1=NC=C(C=2N=C(N=CC21)NC2CCC(CC2)O)N2CCOCC2